3-(7-fluoro-5-(Hydroxymethyl)-1-oxoisoindoline-2-yl)piperidine-2,6-dione FC=1C=C(C=C2CN(C(C12)=O)C1C(NC(CC1)=O)=O)CO